3-fluoro-7-methyl-2,4-diphenylbenzofuro[3,2-b]pyridine FC=1C(=C2C(=NC1C1=CC=CC=C1)C1=C(O2)C=C(C=C1)C)C1=CC=CC=C1